C(CCCCCCCCCCCCCCC)OC(C1=CC(=C(C(=C1)C(C)(C)C)O)C(C)(C)C)=O cetyl-3,5-di-tert-butyl-4-hydroxybenzoate